ClCCCC[C@H](C(=O)Cl)C1=C(C(=C(C=C1)F)F)F (2S)-6-chloro-2-(2,3,4-trifluorophenyl)hexanoyl chloride